4-bromo-N-(4-bromo-3-methoxy-phenyl)-2-fluoro-benzamide BrC1=CC(=C(C(=O)NC2=CC(=C(C=C2)Br)OC)C=C1)F